6,6-dimethyl-2-(trifluoromethyl)-6,7-dihydro-5H-cyclopenta[b]pyridin-5-one CC1(C(C=2C(=NC(=CC2)C(F)(F)F)C1)=O)C